4-(2-{[4-{[3-(4-Chlorophenyl)Propyl]Sulfanyl}-6-(1-Piperazinyl)-1,3,5-Triazin-2-Yl]Amino}Ethyl)Phenol ClC1=CC=C(C=C1)CCCSC1=NC(=NC(=N1)N1CCNCC1)NCCC1=CC=C(C=C1)O